C(CCCCCCCCCCC)[C@]1(O)[C@H](O)[C@@H](O)[C@H](O)[C@H](O1)C(=O)O dodecyl-β-D-glucuronic acid